C(#N)C1=C(C=CC=C1)CC(=O)NCCCN1C=2N(C3=CC=C(C=C3C1=O)F)C(NN2)=S 2-(2-Cyanophenyl)-N-(3-(7-fluoro-5-oxo-1-thioxo-1,2-dihydro-[1,2,4]triazolo[4,3-a]quinazolin-4(5H)-yl)propyl)acetamide